N-(5-(((2S,4S)-4-((2,6-dimethylpyridin-4-yl)oxy)-2-methylpyrrolidin-1-yl)methyl)thiazol-2-yl)acetamide CC1=NC(=CC(=C1)O[C@H]1C[C@@H](N(C1)CC1=CN=C(S1)NC(C)=O)C)C